(3-Ethyl-7-(2-(4-(6-fluorobenzo[b]thiophen-4-yl)piperazin-1-yl)ethyl)-2-oxoquinolin-1(2H)-yl)methyl hexanoate C(CCCCC)(=O)OCN1C(C(=CC2=CC=C(C=C12)CCN1CCN(CC1)C1=CC(=CC=2SC=CC21)F)CC)=O